5-(4-((trifluoromethyl)thio)phenoxy)-1H-1,2,3-triazole-4-carboxylic acid FC(SC1=CC=C(OC2=C(N=NN2)C(=O)O)C=C1)(F)F